(1R,4R)-4-aminocyclohexane-1-carboxamide hydrochloride Cl.NC1CCC(CC1)C(=O)N